O.C=O formAldehyde hydrate